(6-bromopyridin-3-yl)-2,2,2-trifluoroethanol BrC1=CC=C(C=N1)C(C(F)(F)F)O